C(CCCCCCCCCC)(=O)O hendecanoic acid